[5-(2-fluoro-5-iodo-4-methylphenoxy)pentyl](trifluoromethyl)sulfane FC1=C(OCCCCCSC(F)(F)F)C=C(C(=C1)C)I